The molecule is a member of the class of pentachlorobenzenes that is benzene in which five of the hydrogens are replaced by chlorines. Now classed as a persistent organic pollutant under the Stockholm Convention. It has a role as a persistent organic pollutant. C1=C(C(=C(C(=C1Cl)Cl)Cl)Cl)Cl